tert-butyl 4-acetylsulfanylpiperidine-1-carboxylate C(C)(=O)SC1CCN(CC1)C(=O)OC(C)(C)C